C(C)O\C=N\NC1=NC(=CC(=C1)Cl)Cl.ClC1=CC(=CC=2N1C=NN2)Cl 5,7-dichloro-[1,2,4]triazolo[4,3-a]pyridine Ethyl-(1E)-N-(4,6-dichloropyridyl)methanehydrazonate